6'-((1r,2r)-1,2-difluorocyclopropyl)-2',3'-dihydro-1'H-spiro[cyclopropane-1,4'-isoquinoline] F[C@@]1([C@@H](C1)F)C=1C=C2C3(CNCC2=CC1)CC3